(2S)-2-(6-Oxa-3-azabicyclo[3.1.1]heptan-3-yl)-N-methyl-N-(2-((4aS,5aR)-5a-methyl-1,4,4a,5,5a,6-hexahydrocyclopropa[f]indazol-3-yl)-3H-imidazo[4,5-b]pyridin-6-yl)propanamide C12CN(CC(O1)C2)[C@H](C(=O)N(C=2C=C1C(=NC2)NC(=N1)C1=NNC=2C[C@@]3([C@H](CC12)C3)C)C)C